BrC1=CC=C(CNCC=C)C=C1 N-(4-bromobenzyl)prop-2-en-1-amine